CN1N=C(C(=C1)C=1C=NC=2CCN(CC2C1)C1=NC=C(C(=O)NCC(C)C)C=C1C)C 6-(3-(1,3-dimethyl-1H-pyrazol-4-yl)-7,8-dihydro-1,6-naphthyridin-6(5H)-yl)-N-isobutyl-5-methylnicotinamide